C(C)(C)N1N=CC(=C1C=1OC=2C(=NC=CC2N1)CC1=CC=C(C=C1)C=1N(C=C(N1)C(F)(F)F)C)C 2-(1-isopropyl-4-methyl-1H-pyrazol-5-yl)-4-(4-(1-methyl-4-(trifluoromethyl)-1H-imidazol-2-yl)benzyl)oxazolo[5,4-c]pyridine